vinyl-acrylamide nitrogen [N].C(=C)C(C(=O)N)=C